tert-butyl 5-(4-(trifluoromethyl)phenoxy)-3,4-dihydroisoquinoline-2(1H)-carboxylate FC(C1=CC=C(OC2=C3CCN(CC3=CC=C2)C(=O)OC(C)(C)C)C=C1)(F)F